N-ethyl-1-methyl-2-oxo-N-(2,2,2-trifluoro-1-(4-fluorophenyl)ethyl)-1,2-dihydropyridine-4-sulfonamide C(C)N(S(=O)(=O)C1=CC(N(C=C1)C)=O)C(C(F)(F)F)C1=CC=C(C=C1)F